ClC=1C=C(C=C2C(=C(C=NC12)C#N)NC(C(C)(C)C)([2H])[2H])N[C@@]([2H])(C=1C=NC(=CC1)N(C)C)C=1N=NN(C1)C1CC1 (S)-8-chloro-6-(((1-cyclopropyl-1H-1,2,3-triazol-4-yl)(6-(dimethylamino)pyridin-3-yl)methyl-d)amino)-4-((2,2-dimethylpropyl-1,1-d2)amino)quinoline-3-carbonitrile